4-nitrobenzyl-thioinosine [N+](=O)([O-])C1=CC=C(C[C@@]2([C@H](O)[C@H](O)[C@@H](CO)O2)N2C=NC=3C(S)=NC=NC23)C=C1